N-(4-amino-1-((2-(trimethylsilyl)ethoxy)methyl)-1H-pyrazolo[4,3-c]pyridin-7-yl)-2-((2R,5S)-2-(4-cyanophenyl)-5-methylpiperidin-1-yl)-2-oxoacetamide NC1=NC=C(C2=C1C=NN2COCC[Si](C)(C)C)NC(C(=O)N2[C@H](CC[C@@H](C2)C)C2=CC=C(C=C2)C#N)=O